N1(CCC1)C(=O)C=1C=C2C(=CC=NC2=CC1OC)OC1=CC=C(C=C1)NC(=O)C1(CC1)C(=O)NC1=CC=C(C=C1)F 1-N-[4-[6-(azetidine-1-carbonyl)-7-methoxyquinolin-4-yl]oxyphenyl]-1-N'-(4-fluorophenyl)cyclopropane-1,1-dicarboxamide